(R)-(6-Chloro-5,7-dimethyl-3H-imidazo[4,5-b]pyridin-2-yl)(5-methyl-7,8-dihydro-1,6-naphthyridin-6(5H)-yl)methanone ClC=1C(=C2C(=NC1C)NC(=N2)C(=O)N2[C@@H](C=1C=CC=NC1CC2)C)C